C/C(/C(=O)O)=C\C trans-α-methylcrotonic acid